ClC1=C(C(=O)N[C@H](C(=O)O)CNC(CNC2CCOC3=CC=C(C=C23)NC(=N)N)=O)C(=CC=C1)Cl (2S)-2-(2,6-dichlorobenzamido)-3-(2-(6-guanidinochroman-4-ylamino)acetamido)propionic acid